C(C1=CC=CC=C1)/C(/C(=O)O)=C\C=1C=C(C(=C(C1)C(N)=O)N)C1=CC=C(C=C1)S(N)(=O)=O benzyl-(E)-3-(6-amino-5-carbamoyl-4'-sulfamoyl-[1,1'-biphenyl]-3-yl)acrylic acid